Decyl-phospho-choline C(CCCCCCCCC)C(OP(=O)([O-])O)C[N+](C)(C)C